ClC1=NC=C(C(=N1)C=1OC=CC1)Cl (2,5-dichloropyrimidin-4-yl)furan